chromite lanthanum [La+3].[Cr](=O)([O-])[O-].[Cr](=O)([O-])[O-].[Cr](=O)([O-])[O-].[La+3]